lithium 7-(((1-methylcyclobutyl) amino) methyl)-1H-pyrazolo[4,3-b]pyridine-5-carboxylate CC1(CCC1)NCC1=C2C(=NC(=C1)C(=O)[O-])C=NN2.[Li+]